O=C1NC(CCC1N1C(C2=CC=C(C=C2C1=O)NCCCCCC(N1CCC(CC1)N1N=CC(=C1)C1=NC2=C(C=CC=C2N=C1)C=1CCNCC1)=O)=O)=O 2-(2,6-dioxopiperidin-3-yl)-5-((6-oxo-6-(4-(4-(8-(1,2,3,6-tetrahydropyridin-4-yl)quinoxalin-2-yl)-1H-pyrazol-1-yl)piperidin-1-yl)hexyl)amino)isoindoline-1,3-dione